ClC1=CC=C(C(=N1)C1=NN(C=N1)C)NC(C)C=1C=2C3=C(N(C(C2C=C(C1)C)=O)CC)N(N=C3)C3=NC=CC=C3 9-[1-[[6-chloro-2-(1-methyl-1,2,4-triazol-3-yl)-3-pyridyl]amino]ethyl]-4-ethyl-7-methyl-3-(2-pyridyl)pyrazolo[3,4-c]isoquinolin-5-one